[Cl-].FC=1C=C(C=NC1)C=1N=C(C2=C(N1)C[NH2+]CC2)NCCC2=C(NC1=CC=C(C=C21)OC)C (5-Fluoropyridin-3-yl)-4-{[2-(5-methoxy-2-methyl-1H-indol-3-yl)ethyl]amino}-5H,6H,7H,8H-pyrido[3,4-d]pyrimidin-7-ium chloride